C1=CC=CC=2C3=CC=CC=C3C(=CC12)C=1C=C(C=CC1)C=1C=CC=2N(C3=CC=CC=C3C2C1)C1=CC=CC=C1 3-(3-(9-phenanthryl)-phenyl)-9-phenyl-9H-carbazole